5-({Cis-3-[(tert-Butoxycarbonyl)amino]cyclobutyl}oxy)-1-benzofuran-2-carboxylic acid C(C)(C)(C)OC(=O)N[C@H]1C[C@H](C1)OC=1C=CC2=C(C=C(O2)C(=O)O)C1